C[C@]12OC3(C(N1[C@@H](CC2)C2=CC=CC=C2)=O)CCNCC3 (5'S,7a'R)-7a'-methyl-5'-phenyltetrahydro-3'H-spiro[piperidine-4,2'-pyrrolo[2,1-b]oxazol]-3'-one